N-(1-(7-(8-ethynyl-7-fluoro-3-hydroxynaphthalen-1-yl)-8-fluoro-2-(((R)-1-methylpiperidin-2-yl)methoxy)pyrido[4,3-d]pyrimidin-4-yl)azepan-3-yl)acrylamide C(#C)C=1C(=CC=C2C=C(C=C(C12)C1=C(C=2N=C(N=C(C2C=N1)N1CC(CCCC1)NC(C=C)=O)OC[C@@H]1N(CCCC1)C)F)O)F